5-bromo-7-(4-(trifluoromethoxy)phenyl)thiazolo[5,4-d]pyrimidine BrC=1N=C(C2=C(N1)SC=N2)C2=CC=C(C=C2)OC(F)(F)F